ClC=1C(=NC(=NC1)C1(CC(=C(C=C1OC)N(C)CCN(C)C)N)N)C1=CN(C2=CC=CC=C12)C 4-[5-chloro-4-(1-methylindol-3-yl)pyrimidin-2-yl]-N1-(2-dimethylaminoethyl)-5-methoxy-N1-methylbenzene-1,2,4-triamine